FC=1C=C(C=C(C1F)F)[C@@H]1[C@H](C1)C=1C=2N(N=C(C1)C=1C(NC(NC1)=O)=O)C=CN2 5-(8-((1S,2S)-2-(3,4,5-trifluorophenyl)cyclopropyl)imidazo[1,2-b]pyridazin-6-yl)pyrimidine-2,4(1H,3H)-dione